ClC=1C(=C2C(=NC1CO)CN(C2)C(=O)OC(C)(C)C)C tert-butyl 3-chloro-2-(hydroxymethyl)-4-methyl-5,7-dihydro-6H-pyrrolo[3,4-b]pyridine-6-carboxylate